O=C1N=C2C(C2CC1)(C(=O)OC)C1=CC=CC=C1 methyl 3-oxo-7-phenyl-2-azabicyclo[4.1.0]heptene-7-carboxylate